IC=1C=C(CNC2=C3N=CN(C3=NC=N2)[C@]2([C@H](O)[C@H](O)[C@H](O2)CO)[NH-])C=CC1 1-[N6-(3-iodobenzyl)-adenin-9-yl]-β-D-ribofuranosyl-amide